1-(tert-butyl) 2-methyl 2-(2-(chloromethyl) allyl)-4-methylenepyrrolidine-1,2-dicarboxylate ClCC(CC1(N(CC(C1)=C)C(=O)OC(C)(C)C)C(=O)OC)=C